phthaloyl ketone C1(C=2C(C(=O)C1=O)=CC=CC2)=O